N=1C=NN2C1C=C(C=C2)OC2=CC(=C(C=C2C)NC2=NC=NC1=CC3=C(C=C21)N(CCO3)C(C=C)=O)OC 1-(4-((4-([1,2,4]triazolo[1,5-a]pyridin-7-yloxy)-2-methoxy-5-methylphenyl)amino)-7,8-dihydro-6H-[1,4]oxazino[3,2-g]quinazolin-6-yl)prop-2-en-1-one